(2-methoxyphenyl)prop-2-enoic acid ethyl ester C(C)OC(C(=C)C1=C(C=CC=C1)OC)=O